OCCOCCOCCOCCOC(COC(CC(=O)[O-])CCCCC)(C)OCCCCCCCC(=O)OC(CCCCCCCC)CCCCCCCC 3-[2-[2-[2-(2-hydroxyethoxy) ethoxy]ethoxylethoxy]-2-[8-(1-octylnonoxy)-8-oxooctoxy] propoxy]octanoate